CCO.CCO.CCO.O=[V] Vanadium(V) oxytriethoxide